ClC=1C=C2C=C(N(C2=CC1C=O)S(=O)(=O)C1=CC=CC=C1)CNC(=O)C1(CC1)C N-((5-chloro-6-formyl-1-(phenylsulfonyl)-1H-indol-2-yl)methyl)-1-methylcyclopropane-1-carboxamide